3-(3-chloro-4-methyl-phenyl)-1,1-dimethylurea ClC=1C=C(C=CC1C)NC(N(C)C)=O